C(CCCC)OC1=C(COC2=C(SC=C2)C(=O)NC=2C=NC=CC2)C(=CC=C1)Cl 3-(2-n-pentyloxy-6-chlorobenzyloxy)-N-(pyridin-3-yl)thiophene-2-carboxamide